2-aminoethyl 2-(4-((4'-(1,1,1,3,3,3-hexafluoro-2-hydroxypropan-2-yl)-2-methyl-[1,1'-biphenyl]-4-yl)methyl)-1-(pyridin-4-ylmethyl)piperazin-2-yl)acetate FC(C(C(F)(F)F)(O)C1=CC=C(C=C1)C1=C(C=C(C=C1)CN1CC(N(CC1)CC1=CC=NC=C1)CC(=O)OCCN)C)(F)F